CC1(CCS(CC1)(=O)=O)NC(=O)C1=NN2C(C=C(C=C2)OC2=NC=CN=C2OCC(F)(F)F)=C1 N-(4-Methyl-1,1-dioxidotetrahydro-2H-thiopyran-4-yl)-5-((3-(2,2,2-trifluoroethoxy)pyrazin-2-yl)oxy)pyrazolo[1,5-a]pyridine-2-carboxamide